ClC=1C=NC(=C(C(=O)NC2CCC(CC2)CN2C(C(C3=CC(=CC=C23)F)(O)C2=C(C(=NC=C2)OC)F)=O)C1)C(F)F 5-chloro-2-(difluoromethyl)-N-((1r,4r)-4-((5-fluoro-3-(3-fluoro-2-methoxypyridin-4-yl)-3-hydroxy-2-oxoindolin-1-yl)methyl)cyclohexyl)nicotinamide